3-[5-(2-{[1,4'-bipiperidin]-4-yl}ethynyl)-1-oxo-2,3-dihydro-1H-isoindol-2-yl]piperidine-2,6-dione N1(CCC(CC1)C#CC=1C=C2CN(C(C2=CC1)=O)C1C(NC(CC1)=O)=O)C1CCNCC1